(2-chlorophenyl)-N-{4-[5-(difluoromethyl)-1,3,4-oxadiazol-2-yl]-3-[(2,4-dimethoxybenzyl)sulfamoyl]phenyl}acetamide ClC1=C(C=CC=C1)CC(=O)NC1=CC(=C(C=C1)C=1OC(=NN1)C(F)F)S(NCC1=C(C=C(C=C1)OC)OC)(=O)=O